2-(3-tert-butylphenyl)acetaldehyde C(C)(C)(C)C=1C=C(C=CC1)CC=O